CC(CCO)CCC=C(C)C 3,7-dimethylocta-6-enol